CN(C)C[C@H]1C[C@H](C1)N1C=C(C2=C1N=CN=C2N)I 7-(cis-3-((dimethylamino)methyl)cyclobutyl)-5-iodo-7H-pyrrolo[2,3-d]pyrimidin-4-amine